ClC1=C(OC=2N=NC(=CC2C(=O)NC2=CC(=CC=C2)S(=O)(=N)C)C(F)(F)F)C=CC(=C1)OC(F)(F)F 3-(2-chloro-4-trifluoromethoxyphenoxy)-N-(3-(S-methylsulfonimidoyl)phenyl)-6-(trifluoromethyl)pyridazine-4-carboxamide